1-[(3S,4R)-3-fluoro-4-piperidyl]-4-(4-nitrophenyl)piperazine F[C@H]1CNCC[C@H]1N1CCN(CC1)C1=CC=C(C=C1)[N+](=O)[O-]